N(C1=C(C(=O)OC)C=CC=C1)(C1=C(C(=O)OC)C=CC=C1)C1=C(C(=O)OC)C=CC=C1 Trimethyl 2,2',2''-nitrilotribenzoate